1-(3-bromo-5-trifluoromethoxyphenyl)-3-[3,5-dichloro-2-(2-hydroxyethyl)phenyl]urea BrC=1C=C(C=C(C1)OC(F)(F)F)NC(=O)NC1=C(C(=CC(=C1)Cl)Cl)CCO